FC1=C(C=C(C(=C1)C)S(=O)CC(F)(F)F)N1N=C(N=C1N)C(F)(F)F 1-{2-fluoro-4-methyl-5-[(2,2,2-trifluoroethyl)sulphinyl]phenyl}-3-(trifluoromethyl)-1H-1,2,4-triazole-5-amine